8-(4-(4-(6-(2-(2,6-dioxopiperidin-3-yl)-1-oxoisoindolin-5-yl)hex-5-ynoyl)piperazin-1-yl)piperidin-1-yl)-9-ethyl-6,6-dimethyl-11-oxo-6,11-dihydro-5H-benzo[b]carbazole-3-carbonitrile O=C1NC(CCC1N1C(C2=CC=C(C=C2C1)C#CCCCC(=O)N1CCN(CC1)C1CCN(CC1)C=1C(=CC2=C(C(C=3NC4=CC(=CC=C4C3C2=O)C#N)(C)C)C1)CC)=O)=O